[1,4]oxazino[4,3-a]benzimidazol C=1OC=CN2C1NC1=C2C=CC=C1